ClC=1C=C(C=CC1F)C(C=1NC(=C(N1)S(=O)(=O)C)C)OCC1CC(CCC1)(F)F 2-[(3-chloro-4-fluorophenyl)-[(3,3-difluorocyclohexyl)methoxy]methyl]-5-methyl-4-methyl-sulfonyl-1H-imidazole